1,3-diisopropylimidazole bromide salt [Br-].C(C)(C)N1CN(C=C1)C(C)C